C(C)(C)(C)[Si](OCCC=1C(=C(SC1[Si](C)(C)C)C(F)(F)F)CO)(C)C [4-[2-[tert-butyl-(dimethyl)silyl]oxyethyl]-2-(trifluoromethyl)-5-trimethylsilyl-3-thienyl]methanol